3-((3S,5R)-3-methyl-5-((5-(5-methylthiazol-2-yl)-1H-pyrrolo[2,3-b]pyridin-4-yl)amino)piperidin-1-yl)-3-oxopropanenitrile C[C@@H]1CN(C[C@@H](C1)NC1=C2C(=NC=C1C=1SC(=CN1)C)NC=C2)C(CC#N)=O